[3-methyl-4-(2-oxo-1,3-oxazolidin-3-yl)phenyl]boronic acid CC=1C=C(C=CC1N1C(OCC1)=O)B(O)O